OC1=C(C=CC(=C1)O)C1=NC(=NC(=N1)C1=C(C=C(C=C1)C)C)C1=C(C=C(C=C1)C)C 2-(2,4-dihydroxyphenyl)-4,6-bis(2,4-dimethyl-phenyl)-1,3,5-triazine